(R)-methyl 2-(4-(3,3-dimethyl-6-oxo-2,3,6,7-tetrahydrothieno[2,3-b]pyridin-5-yl)piperidine-1-carboxamido)-3-(7-methyl-1H-indazol-5-yl)propanoate CC1(CSC=2NC(C(=CC21)C2CCN(CC2)C(=O)N[C@@H](C(=O)OC)CC=2C=C1C=NNC1=C(C2)C)=O)C